FC(C(=O)OOC(C(C(C(C(C(C(F)F)(F)F)(F)F)(F)F)(F)F)(F)F)=O)(C(C(C(C(C(F)F)(F)F)(F)F)(F)F)(F)F)F bis(2,2,3,3,4,4,5,5,6,6,7,7-dodecafluoro-1-oxoheptyl) peroxide